3-(trifluoromethyl)benzenesulfinic acid sodium [Na].FC(C=1C=C(C=CC1)S(=O)O)(F)F